BrC=1C=CC(=NC1)NC1=NC=CC=C1CC N-(5-bromo-2-pyridinyl)-3-ethyl-pyridin-2-amine